C(C)(C)N1NC2=C3C(=C(C=C2C1=O)OC)C=CC=C3 2-isopropyl-5-methoxy-1H-benzo[g]indazol-3(2H)-one